N,1,2-triphenylprop-2-en-1-imine C1(=CC=CC=C1)N=C(C(=C)C1=CC=CC=C1)C1=CC=CC=C1